dimethoxy-4,4'-bipyridine COC=1C(=NC=CC1C1=CC=NC=C1)OC